2-Chloro-N-{2-[4-(difluoromethyl)-1,3-thiazol-5-yl]-2-(4-{[(3-fluoropyrazin-2-yl)oxy]methyl}piperidin-1-yl)ethyl}-6-fluorobenzamide ClC1=C(C(=O)NCC(N2CCC(CC2)COC2=NC=CN=C2F)C2=C(N=CS2)C(F)F)C(=CC=C1)F